4,6-dichloropyridinecarbonitrile ClC1=CC(=NC(=C1)Cl)C#N